ClC=1C=C(C=CC1)C(C(=O)N)CC (3-chlorophenyl)butanamide